Tert-butyl (S)-7-(4-(5-fluoro-2-(3-(2-hydroxypropan-2-yl) cyclobutoxy) phenyl) piperidin-1-yl)-5-oxa-2-azaspiro[3.4]octane-2-carboxylate FC=1C=CC(=C(C1)C1CCN(CC1)[C@@H]1COC2(CN(C2)C(=O)OC(C)(C)C)C1)OC1CC(C1)C(C)(C)O